O=C1C2(CCC(C1=CC1=CC=C(C=C1)C=C1C(C3(CCC1C3(C)C)CS(=O)(=O)O)=O)C2(C)C)CS(=O)(=O)O 1,4-di(2-oxo-10-sulpho-3-bornylidenemethyl)-benzene